C(C)(C)(C)OC(=O)N1CC(C1)N1CCN(CCC1)C(=O)OCC1=CC=CC=C1 benzyl 4-(1-(tert-butoxycarbonyl) azetidin-3-yl)-1,4-diazepane-1-carboxylate